1-(4-cyclopropylpyridin-2-yl)-3-butyn-2-one C1(CC1)C1=CC(=NC=C1)CC(C#C)=O